(R)-4-(8-acetyl-5,7-dihydroxy-3,4a,6-trimethyl-4-oxo-4,4a-dihydro-1H-benzofuro[3,2-f]indazol-1-yl)benzoic acid C(C)(=O)C1=C(C(=C(C2=C1OC=1[C@@]2(C(C=2C(=NN(C2C1)C1=CC=C(C(=O)O)C=C1)C)=O)C)O)C)O